N(=O)N(O)C1=C(C=CC(=C1)Cl)Cl N-nitroso-N-(2,5-dichlorophenyl)-hydroxylamine